3-((3-(9H-purin-6-yl)pyridin-2-ylamino)-4-fluorophenyl)-4-(trifluoromethyl)picolinamide N1=CN=C2NC=NC2=C1C=1C(=NC=CC1)NC1=C(C=CC(=C1)F)C=1C(=NC=CC1C(F)(F)F)C(=O)N